1,4-bis(styryl)benzeneOL C(=CC1=CC=CC=C1)C1(CC=C(C=C1)C=CC1=CC=CC=C1)O